ClC1=CC=C(C2=C1C=C(O2)F)COC2=C(C=CC(=N2)C2=CCC(CC2)CC2=NC1=C(N2C[C@H]2OCC2)C=C(C=C1)C(=O)OC)F methyl 2-((4-(6-((4-chloro-2-fluorobenzofuran-7-yl) methoxy)-5-fluoropyridin-2-yl) cyclohex-3-en-1-yl) methyl)-1-(((S)-oxetan-2-yl) methyl)-1H-benzo[d]imidazole-6-carboxylate